C(C)(C)(C)C1=CC=C(C=C1)C(CC(=O)O)CC(=O)O 3-(4-tert-butyl-phenyl)-glutaric acid